isononoyl isononanoate C(CCCCCC(C)C)(=O)OC(CCCCCC(C)C)=O